3-chloro-4-((3,5-difluoropyridin-2-yl)methoxy)-2'-(2-(2-hydroxypropan-2-yl)pyrimidin-4-yl)-5',6-dimethyl-2H-[1,4'-bipyridinyl]-2-one ClC=1C(N(C(=CC1OCC1=NC=C(C=C1F)F)C)C1=CC(=NC=C1C)C1=NC(=NC=C1)C(C)(C)O)=O